Cl.C1(CC1)N1CCC(CC1)(C(=O)NO)S(=O)(=O)C1=CC=C(C=C1)OC1=CC=C(C=C1)OC(F)(F)F 1-cyclopropyl-N-hydroxy-4-[[4-[4-(trifluoromethoxy)phenoxy]phenyl]sulfonyl]-4-piperidinecarboxamide monohydrochloride